OCCN(C1=C(C=C(C=N1)C=1C(=CC(=C(C(=O)NC2CC2)C1)F)C)C#N)CCO 5-(6-(bis(2-hydroxyethyl)amino)-5-cyanopyridin-3-yl)-N-cyclopropyl-2-fluoro-4-methylbenzamide